C1(CC1)C1=NNC(=N1)C1CC2(CN(C2)C(=O)N2CC(C2)C2=NC=C(N=C2)OCC2(CC2)C(F)(F)F)C1 [6-(3-cyclopropyl-1H-1,2,4-triazol-5-yl)-2-azaspiro[3.3]heptan-2-yl]-[3-[5-[[1-(trifluoromethyl)cyclopropyl]methoxy]pyrazin-2-yl]azetidin-1-yl]methanone